(4-bromo-3-chlorophenyl)-3-methylpyrazin BrC1=C(C=C(C=C1)C1=NC=CN=C1C)Cl